tert-butyl-(S)-8-amino-1,2,4a,5-tetrahydrobenzo[b]pyrazin C(C)(C)(C)N1C=2[C@@H](N=CC1)CC=CC2N